bis(diphenylphosphino)palladium (0) chloride C1(=CC=CC=C1)P(C1=CC=CC=C1)[Pd-3](P(C1=CC=CC=C1)C1=CC=CC=C1)Cl